Tert-butyl 2-chloro-4-((trimethylsilyl)ethynyl)benzylcarbamate ClC1=C(CNC(OC(C)(C)C)=O)C=CC(=C1)C#C[Si](C)(C)C